5-[bis(2-chloroethyl)aminomethyl]uridine hydrochloride Cl.ClCCN(CCCl)CC=1C(NC(N([C@H]2[C@H](O)[C@H](O)[C@@H](CO)O2)C1)=O)=O